O1CCOC12CCC(CC2)OCC2=NC=CC=C2NC(OC(C)(C)C)=O tert-butyl N-[2-([1,4-dioxaspiro[4.5]decan-8-yloxy]methyl)pyridin-3-yl]carbamate